CC=1NC(C2=C(N1)C=NC(=C2C#N)N(C2CCN(CC2)CC(F)(F)F)C)=O 2-methyl-6-(methyl(1-(2,2,2-trifluoroethyl)piperidin-4-yl)amino)-4-oxo-3,4-dihydropyrido[3,4-d]pyrimidine-5-carbonitrile